Methyl 4-[(3,5-di-tert-butylphenyl)amino]benzoate C(C)(C)(C)C=1C=C(C=C(C1)C(C)(C)C)NC1=CC=C(C(=O)OC)C=C1